C(C)(C)N(C(=O)C1=CC=C(C=C1)N\C(=C\1/C(NC2=CC(=C(C=C12)C)C(=O)OC)=O)\C1=CC=CC=C1)OCCN1CCNCC1 (Z)-Methyl 3-(((4-(isopropyl(2-(piperazin-1-yl)ethoxy)carbamoyl)phenyl)amino)(phenyl)methylene)-5-methyl-2-oxoindoline-6-carboxylate